NC=1N=CC2=CC=C(C=C2C1C#CC1=CC=C(C(=O)NC2CCC(CC2)NC(OC(C)(C)C)=O)C=C1)Cl tert-butyl ((1r,4r)-4-(4-((3-amino-6-chloroisoquinolin-4-yl)ethynyl)benzamido)cyclohexyl)carbamate